C(CCCC)OC(=O)NC1=NC(N([C@H]2[C@H](O)[C@H](O)[C@@H](C)O2)C=C1F)=O N4-pentyloxy-carbonyl-5'-deoxy-5-fluorocytidine